(4R)-3,3-difluoro-4-(prop-2-ynyloxy)piperidin-1-carboxylic acid 2-methylpropan-2-yl ester CC(C)(C)OC(=O)N1CC([C@@H](CC1)OCC#C)(F)F